C1(CC1)C1=NC=NC(=C1C=1N=CC=2C(N1)=NC(C(C2)C=2C=NN(C2)CC)=O)OC 2-(4-cyclopropyl-6-methoxypyrimidin-5-yl)-6-(1-ethylpyrazol-4-yl)pyrido[2,3-d]pyrimidin-7-one